CC=1C=C(C=CC1NC1=NC=C(C(=N1)C=1C=NN(C1)C)C(F)(F)F)S(=O)(=O)CCCOC1CCC(CC1)CO [4-[3-[3-Methyl-4-[[4-(1-methylpyrazol-4-yl)-5-(trifluoromethyl)pyrimidin-2-yl]amino]phenyl]sulfonylpropoxy]cyclohexyl]methanol